diphenyl-(2-methylphenyl)phosphine oxide C1(=CC=CC=C1)P(C1=C(C=CC=C1)C)(C1=CC=CC=C1)=O